C(C)(C)(C)OC(=O)N1C[C@@H](CC1)N1C2=NC(=NC=C2N(C1=O)C)Cl (3R)-3-(2-chloro-7-methyl-8-oxo-purin-9-yl)pyrrolidine-1-carboxylic acid tert-butyl ester